tertbutyl (R)-3-((6-(1H-indazol-5-yl)benzo[d]thiazol-2-yl)carbamoyl)pyrrolidine-1-carboxylate N1N=CC2=CC(=CC=C12)C1=CC2=C(N=C(S2)NC(=O)[C@H]2CN(CC2)C(=O)OC(C)(C)C)C=C1